3-(4-(dimethylphosphoryl)phenyl)propanoic acid methyl ester COC(CCC1=CC=C(C=C1)P(=O)(C)C)=O